2-(3-chloropyridin-2-yl)acetonitrile ClC=1C(=NC=CC1)CC#N